C(C)C=1C=CC(=C(C1)S(=O)(=O)NC1=NOC2=C1C(=CC(=C2)CN2N=CC(=C2)CNC(C=C)=O)OC)OC N-((1-((3-((5-ethyl-2-methoxyphenyl)sulfonamido)-4-methoxybenzo[d]isoxazol-6-yl)methyl)-1H-pyrazol-4-yl)methyl)acrylamide